ClC1=C(C=C(CC2C(N(CC2)C2=C(C(=NN2COCC[Si](C)(C)C)C2=CN=NC=C2)\C=C\OCC)=O)C=C1F)F (E)-3-(4-chloro-3,5-difluorobenzyl)-1-(4-(2-ethoxyvinyl)-3-(pyridazin-4-yl)-1-((2-(trimethylsilyl)ethoxy)methyl)-1H-pyrazol-5-yl)pyrrolidin-2-one